(9H-fluoren-9-yl)methyl (3-((1-((2,2-diethoxyethyl)(4-methoxybenzyl)amino)-1-oxopropan-2-yl)amino)-3-oxopropyl)carbamate C(C)OC(CN(C(C(C)NC(CCNC(OCC1C2=CC=CC=C2C=2C=CC=CC12)=O)=O)=O)CC1=CC=C(C=C1)OC)OCC